C(C)(C)(C)OC(=O)N1C(CC[C@H]1COC)OC (5S)-2-methoxy-5-(methoxymethyl)pyrrolidine-1-carboxylic acid tert-butyl ester